3-((3R,4R)-3-((7-(2-((2,3-dimethylphenyl)amino)benzoyl)-7H-pyrrolo[2,3-d]pyrimidin-4-yl)(methyl)amino)-4-methylpiperidin-1-yl)-3-oxopropanenitrile CC1=C(C=CC=C1C)NC1=C(C(=O)N2C=CC3=C2N=CN=C3N([C@H]3CN(CC[C@H]3C)C(CC#N)=O)C)C=CC=C1